C[Si](O[Si](C)(C)C)(C)C hexa-methyldisiloxane